5-bromo-N-(5-(2-morpholinoethoxy)-2-(piperidin-1-yl)phenyl)furan-2-carboxamide BrC1=CC=C(O1)C(=O)NC1=C(C=CC(=C1)OCCN1CCOCC1)N1CCCCC1